C(CCC)N1CC=2N(C3=C1C=C(C=N3)C)C=NN2 5-butyl-3-methylpyrido[3,2-e][1,2,4]Triazolo[4,3-a]Pyrazine